Cl.FC1=C(C#N)C=CC(=C1)C1=NC(=CC(=C1C1=CC(=C(C=C1)OC)F)O)N1CCC(CC1)NCC(C)(C)O 2-fluoro-4-(3-(3-fluoro-4-methoxy-phenyl)-4-hydroxy-6-(4-((2-hydroxy-2-methylpropyl)amino)piperidin-1-yl)pyridin-2-yl)benzonitrile hydrochloride